C[C@H]1N(C[C@@H]([C@H]([C@@H]1O)O)O)C[C@@H]1CN(CC1)C1=C(C=CC=C1)OC(F)(F)F (2R,3R,4R,5S)-2-methyl-1-(((R)-1-(2-(trifluoromethoxy)phenyl)pyrrolidin-3-yl)methyl)piperidine-3,4,5-triol